tert-butyl (2-((2-(chloromethyl)-6-fluoro-3-iodo-1-methyl-4-carbonyl-1,4-dihydroquinolin-8-yl)oxy)ethyl)carbamate ClCC=1N(C2=C(C=C(C=C2C(C1I)=C=O)F)OCCNC(OC(C)(C)C)=O)C